5-(azidomethyl)-2-methylthiophene-3-carbonitrile N(=[N+]=[N-])CC1=CC(=C(S1)C)C#N